N-(2-chloro-4-methylpyridin-3-yl)-5-fluoro-4-(3-oxo-5,6,7,8-tetrahydro[1,2,4]triazolo[4,3-a]pyridin-2(3H)-yl)-2-{[(2S)-1,1,1-trifluoropropan-2-yl]oxy}benzamide ClC1=NC=CC(=C1NC(C1=C(C=C(C(=C1)F)N1N=C2N(CCCC2)C1=O)O[C@H](C(F)(F)F)C)=O)C